FC(C1=CC(=NC=C1)F)F 4-(difluoromethyl)-2-fluoropyridine